tert-butyl N-methyl-N-((S)-1-(methylsulfonyl) pyrrolidine-3-carbonyl)-L-valinate CN([C@@H](C(C)C)C(=O)OC(C)(C)C)C(=O)[C@@H]1CN(CC1)S(=O)(=O)C